(R)-tert-butylpiperidin-3-ylcarboxylate C(C)(C)(C)OC(=O)[C@H]1CNCCC1